[Fe](Cl)(Cl)(Cl)Cl.C(C)N1C=NC=C1 1-ethylimidazole iron tetrachloride